BrC1=C(OC(C(=O)O)(C)C)C(=CC(=C1)CN1N=CN(C1=O)C1=CC=C(C=C1)OC(F)(F)F)Br 2-(2,6-dibromo-4-((5-oxo-4-(4-(trifluoromethoxy)phenyl)-4,5-dihydro-1H-1,2,4-triazol-1-yl)methyl)phenoxy)-2-methylpropanoic acid